6-(5-(3-Hydroxy-1-methyl-2-oxopyrrolidin-3-yl)isoxazol-3-yl)pyridin OC1(C(N(CC1)C)=O)C1=CC(=NO1)C1=CC=CC=N1